FC1=C(C=C(C(=C1)OC1=CC2=C(N(N=N2)C)C=C1)F)NC=1C2=C(N=CN1)C=NC(=N2)S(=O)C N-(2,5-difluoro-4-((1-methyl-1H-benzo[d][1,2,3]triazol-5-yl)oxy)phenyl)-6-(methylsulfinyl)pyrimido[5,4-d]pyrimidin-4-amine